2-bromo-5-(4-cyclopropylphenyl)oxazole BrC=1OC(=CN1)C1=CC=C(C=C1)C1CC1